6-(3-methyl-1H-pyrazol-5-yl)-4-morpholino-2-[3-(m-tolyl)pyrazol-1-yl]furo[3,2-d]pyrimidine CC1=NNC(=C1)C1=CC=2N=C(N=C(C2O1)N1CCOCC1)N1N=C(C=C1)C=1C=C(C=CC1)C